N1-(1-(4-fluoro-3-(trifluoromethyl)phenyl)cyclopropyl)-cyclopentane-1,2-diamine FC1=C(C=C(C=C1)C1(CC1)NC1C(CCC1)N)C(F)(F)F